Cl.O1CCN(CC1)C1=CC=C(C=N1)C#CC1=CC=C(S1)CN1C(NN=C1)=O 4-[[5-[2-(6-morpholino-3-pyridinyl)ethynyl]-2-thienyl]methyl]-1,2,4-triazol-3-one hydrochloride